FC(OC1=C(C=C(C=C1)N1N=C(C(=C1CC)C(=O)O)C)C=1C=NC=CC1)F 1-[4-(difluoromethoxy)-3-(3-pyridyl)phenyl]-5-ethyl-3-methyl-pyrazole-4-carboxylic acid